N,N-Dimethyl-methanesulfonamide CN(S(=O)(=O)C)C